S1(CC(CCC1)=O)(=O)=O Dihydro-2H-thiopyran-3(4H)-one-1,1-dioxid